1-((6-oxo-5-azaspiro[2.4]heptan-5-yl)methyl)-3,4-dihydroisoquinoline-2(1H)-carboxylate O=C1N(CC2(CC2)C1)CC1N(CCC2=CC=CC=C12)C(=O)[O-]